(2s)-1,2-propanediol, hydrate O.C([C@H](C)O)O